(2R,3S)-2-(3-(7-bromo-5-(trifluoromethyl)-1H-benzo[d]imidazol-1-yl)propyl)-3-((tert-butyldimethylsilyl)oxy)piperidine-1-carboxylic acid tert-butyl ester C(C)(C)(C)OC(=O)N1[C@@H]([C@H](CCC1)O[Si](C)(C)C(C)(C)C)CCCN1C=NC2=C1C(=CC(=C2)C(F)(F)F)Br